C(C)(=O)NC=1C=C2C(=CN1)N(C=C2C2=NC(=CC(=C2)C2CC2)SC)C(=O)OC(C)(C)C tert-butyl 5-acetamido-3-(4-cyclopropyl-6-(methylthio) pyridin-2-yl)-1H-pyrrolo[2,3-c]pyridine-1-carboxylate